3-methyl-3-[5-oxo-5-(6-phosphonooxyhexylamino)pentyl]-1-(3-sulfopropyl)indole-5-sulfonic acid CC1(CN(C2=CC=C(C=C12)S(=O)(=O)O)CCCS(=O)(=O)O)CCCCC(NCCCCCCOP(=O)(O)O)=O